N-methyl-5-(1-methyl-1H-imidazol-4-yl)-6-((4-(Pentafluoro-λ6-sulfanyl)phenyl)amino)pyridine-3-sulfonamide CNS(=O)(=O)C=1C=NC(=C(C1)C=1N=CN(C1)C)NC1=CC=C(C=C1)S(F)(F)(F)(F)F